C(C(C)(C)C)(=O)[O-].C(C(C)(C)C)(=O)[O-].C(C(C)(C)C)(=O)[O-].CC1C(=CC2=CC=CC=C12)[Zr+3] (1-methylindenyl)zirconium tris(pivalate)